C[C@@H]1O[C@@H](CN(C1)C1=CC=CC(=N1)C=1N=C(SC1)NC(=O)C1N(CCCC1)C(=O)C1=CN(C=C1)S(=O)(=O)C)C N-(4-(6-((2S,6R)-2,6-dimethylmorpholino)pyridin-2-yl)thiazol-2-yl)-1-(1-(methylsulfonyl)-1H-pyrrole-3-carbonyl)piperidine-2-carboxamide